BrC=1N(C2=NC(=NC(=C2N1)N1CCCCC1)Cl)CC 8-bromo-2-chloro-9-ethyl-6-(piperidin-1-yl)-9H-purine